(6S,8S)-N-(5-cyano-6-(difluoromethoxy)pyridin-3-yl)-8-(1-(difluoromethyl)-1H-pyrazol-3-yl)-2-fluoro-8-methyl-7,8-dihydro-6H-cyclopenta[e]pyrazolo[1,5-a]pyrimidine-6-carboxamide C(#N)C=1C=C(C=NC1OC(F)F)NC(=O)[C@H]1C[C@](C2=C1C=NC=1N2N=C(C1)F)(C)C1=NN(C=C1)C(F)F